4-(3-methoxy-4-{[2-(trifluoromethyl)phenyl]methoxy}phenyl)-2H,4H,5H,6H,7H-pyrazolo[3,4-b]pyridin-6-imine COC=1C=C(C=CC1OCC1=C(C=CC=C1)C(F)(F)F)C1C=2C(NC(C1)=N)=NNC2